1-[1-[4-ethyl-5-(8-methylimidazo[1,2-a]pyridin-6-yl)pyrimidin-2-yl]-4-piperidyl]-4-methoxy-pyrrolidin-3-amine C(C)C1=NC(=NC=C1C=1C=C(C=2N(C1)C=CN2)C)N2CCC(CC2)N2CC(C(C2)OC)N